4-(difluoromethyl)phenylboronic acid FC(C1=CC=C(C=C1)B(O)O)F